1-{[(2s,3r,4r)-4-amino-3-ethyl-5-oxopyrrolidin-2-yl]methoxy}-7-methoxyisoquinoline-6-carboxamide N[C@@H]1[C@H]([C@H](NC1=O)COC1=NC=CC2=CC(=C(C=C12)OC)C(=O)N)CC